CC1=NC(=CC(=C1)C=1NC2=CC=C(C=C2C1C(C)C)C1CCN(CC1)C(C[C@H](C)O)=O)C (S)-1-(4-(2-(2,6-dimethylpyridin-4-yl)-3-isopropyl-1H-indol-5-yl)piperidin-1-yl)-3-hydroxybutan-1-one